((4-(dimethylamino)-1-(2-(3-methoxyphenethyl)phenoxy)butan-2-yl)oxy)-2,2,3-trifluoro-4-oxobutanoic acid CN(CCC(COC1=C(C=CC=C1)CCC1=CC(=CC=C1)OC)OC(C(C(=O)O)(F)F)(C=O)F)C